F[B-](F)(F)F.C(CCC)[N+](CCCC)(CCCC)CCCC tetrabutylammonium tetrafluoroborate